2-bromo-4-fluoro-6-(5-(4-isopropylpiperazin-1-yl)-6-methoxypyridin-3-yl)phenol BrC1=C(C(=CC(=C1)F)C=1C=NC(=C(C1)N1CCN(CC1)C(C)C)OC)O